[Cl-].C(CCCCCCCCCCCCCCCCC)[N+]1=COC=C1 3-octadecyl-oxazolium chloride